Cl.NCCC(=O)OC METHYL 3-AMINOPROPIONATE HYDROCHLORIDE